7-(4-(chloromethyl)-3-methoxyphenyl)-1H-indole ClCC1=C(C=C(C=C1)C=1C=CC=C2C=CNC12)OC